ClC=1C(=C2C=C(NC2=CC1OCC1=NOC=C1)CNC(=O)C1(CC1)C)F N-((5-chloro-4-fluoro-6-(isoxazol-3-ylmethoxy)-1H-indol-2-yl)methyl)-1-methylcyclopropane-1-carboxamide